(S)-2-((4-(6-((4-chloro-2,3-dihydrobenzofuran-7-yl)methoxy)pyridin-2-yl)-5,6-dihydro-1,2,4-Triazin-1(4H)-yl)methyl)-1-(oxetan-2-ylmethyl)-1H-benzo[d]imidazole-6-carboxylic acid ClC1=CC=C(C2=C1CCO2)COC2=CC=CC(=N2)N2C=NN(CC2)CC2=NC1=C(N2C[C@H]2OCC2)C=C(C=C1)C(=O)O